1-(2-((2S,4R)-4-(difluoromethyl)piperidin-2-yl)benzyl)-2-thiocarbonyl-1,2,3,5-tetrahydro-4H-pyrrolo[3,2-d]pyrimidin-4-one FC([C@H]1C[C@H](NCC1)C1=C(CN2C(NC(C3=C2C=CN3)=O)=C=S)C=CC=C1)F